C12C(C3CC(CC(C1)C3)C2)CCCNC(=O)NCC2=NN(C(=C2C)C2=CC=C(C=C2)Cl)C2=C(C=C(C=C2)Cl)Cl 1-(3-((1r,3r,5r,7r)-adamantan-2-yl)propyl)-3-((5-(4-chlorophenyl)-1-(2,4-dichlorophenyl)-4-methyl-1H-pyrazol-3-yl)methyl)urea